N1C(=NC2C1CCCC2)C2=C(C(=C(N2)C)C(C)=O)C2=CC=CC=C2 1-[5-(3a,4,5,6,7,7a-hexahydro-1H-benzo[d]imidazol-2-yl)-2-methyl-4-phenyl-1H-pyrrol-3-yl]ethan-1-one